11,11'-(1,2-phenylenebis(oxy))bis(undecan-1-ol) C1(=C(C=CC=C1)OCCCCCCCCCCCO)OCCCCCCCCCCCO